C(C)C1=C(OCCCSCC=2NC(NC2)=O)C(=CC=C1)CC 4-[(2,6-Diethylphenoxypropylthio)methyl]1,3-dihydroimidazol-2-one